(4-(3-amino-6-(2-hydroxyphenyl)pyridazin-4-yl)-2-(hydroxymethyl)piperazin-1-yl)(thiazol-5-yl)methanone NC=1N=NC(=CC1N1CC(N(CC1)C(=O)C1=CN=CS1)CO)C1=C(C=CC=C1)O